C1(CC1)C=1N=CC(=NC1CC)C(=O)N 5-cyclopropyl-6-ethylpyrazine-2-carboxamide